(diphenyltriazinyl)[phenyl(dimethylfluorenyl)dibenzofuranyl]benzene C1(=CC=CC=C1)C1=C(C(=NN=N1)C1=C(C=CC=C1)C1=C(C(=CC=2OC3=C(C21)C=CC=C3)C3=CC=CC=C3)C3=C(C(=CC=2C1=CC=CC=C1CC32)C)C)C3=CC=CC=C3